ClC1=C(C=CC=C1C1=NC(=C(C=C1)CNCC1NC(CC1)=O)OC)C1=C2C=CN(C2=CC=C1)C1=CC(=C(CN2CC(C2)(C(=O)O)C)C(=C1)OC)OC (4-(4-(2-chloro-3-(6-methoxy-5-((((5-oxopyrrolidin-2-yl)methyl)amino)methyl)pyridin-2-yl)phenyl)-1H-indol-1-yl)-2,6-dimethoxybenzyl)-3-methylazetidine-3-carboxylic acid